ethyl hydrogen (4-(8-((2-cyclopropyl-5-ethoxy-4'-fluoro-[1,1'-biphenyl]-4-yl)methyl)-2-oxo-1,3,8-triazaspiro[4.5]decan-3-yl)phenyl)phosphonate C1(CC1)C1=C(C=C(C(=C1)CN1CCC2(CN(C(N2)=O)C2=CC=C(C=C2)P(OCC)(O)=O)CC1)OCC)C1=CC=C(C=C1)F